imidazole trisilicate [Si](O)(O)(O)O.[Si](O)(O)(O)O.[Si](O)(O)(O)O.N1C=NC=C1